methyl 2-[[(2S)-2-amino-3-cyclopropyl-propanoyl]amino]-3-(2-pyridyl)butanoate N[C@H](C(=O)NC(C(=O)OC)C(C)C1=NC=CC=C1)CC1CC1